3-(2,4-dimethylbenzenesulfonyl)-8-[4-(1-hydroxypropan-2-yl)piperazin-1-yl]-4H,5H-[1,2,3]triazolo[1,5-a]quinazolin-5-one CC1=C(C=CC(=C1)C)S(=O)(=O)C=1N=NN2C1NC(C1=CC=C(C=C21)N2CCN(CC2)C(CO)C)=O